1-((2-(2-(dimethylamino)ethoxy)naphthalen-1-yl)methyl)naphthalen-2-ol CN(CCOC1=C(C2=CC=CC=C2C=C1)CC1=C(C=CC2=CC=CC=C12)O)C